BrC=1C=C2C(CSCC2=CC1OC)=O 6-bromo-7-methoxy-isothiochroman-4-one